2,2',3,3'-biphenyltetracarboxylic hydride C1(=C(C(=CC=C1)C=O)C=O)C1=C(C(=CC=C1)C=O)C=O